3-(4-boronophenyl)propanoic acid B(O)(O)C1=CC=C(C=C1)CCC(=O)O